2-(2,4-difluorophenyl)-7-methyl-4-oxo-4H-pyrido[1,2-a]pyrimidine FC1=C(C=CC(=C1)F)C=1N=C2N(C(C1)=O)C=C(C=C2)C